methyl (3R,6S)-1-(2-([1,1'-biphenyl]-4-yl) acetyl)-6-methylpiperidine-3-carboxylate C1(=CC=C(C=C1)CC(=O)N1C[C@@H](CC[C@@H]1C)C(=O)OC)C1=CC=CC=C1